OC1=CC=C(C=C1)C(C)(C)C1=CC=C(C=C1)[O-] 4-[2-(4-hydroxyphenyl)prop-2-yl]phenolate